2-hydroxy-propanoate OC(C(=O)[O-])C